C1(CC1)C1=CC(=C(S1)C(=O)OC)OCCN(C)C Methyl 5-cyclopropyl-3-(2-(dimethylamino)ethoxy)thiophene-2-carboxylate